C(C1=CC=CC=C1)OC=1C=C(C=CC1OC)C=1C(=CC(=NC1)N1CCC(CC1)NCC1=CC=C(C=C1)/C=C/C(=O)OC)C1=CC(=C(C=C1)C#N)F Methyl (E)-3-(4-{[(1-(5-(3-(benzyloxy)-4-methoxyphenyl)-4-(4-cyano-3-fluorophenyl)pyridin-2-yl)piperidin-4-yl)amino]methyl}phenyl)prop-2-enoate